C(C)(C)(C)C1=NC(=NO1)C(=O)N(C)CC1=C(C=C(C=C1)C1=NC=NN2C1=CC(=C2)C2=CC=C(C=C2)C=O)F 5-tert-butyl-N-[[2-fluoro-4-[6-(4-formylphenyl)pyrrolo[2,1-f][1,2,4]triazin-4-yl]phenyl]methyl]-N-methyl-1,2,4-oxadiazole-3-carboxamide